(±)-(1s,4r)-2-hydrazono-7-azabicyclo[2.2.1]heptane-7-carboxylic acid tert-butyl ester C(C)(C)(C)OC(=O)N1[C@@H]2C(C[C@H]1CC2)=NN |r|